FC(C1=NN(C2=CN=CC=C21)COCC[Si](C)(C)C)F 3-(difluoromethyl)-1-((2-(trimethylsilyl)ethoxy)methyl)-1H-pyrazolo[3,4-c]pyridine